BrC=1N=CC(=NC1N1CCC(CC1)(F)F)N 5-bromo-6-(4,4-difluoropiperidin-1-yl)pyrazin-2-amine